1-(3-chloroallyl)-3,5,6-triaza-1-azoniaadamantane chloride [Cl-].ClC=CC[N+]12CN3CN(NC(C1)C3)C2